CC1=C2COC(C2=CC=C1[C@H]1OCCN(C1)CC=1C=NN(C1)C=1C=NC=C(C#N)C1)=O (R)-5-(4-((2-(4-methyl-1-oxo-1,3-dihydroisobenzofuran-5-yl)morpholino)methyl)-1H-pyrazol-1-yl)nicotinonitrile